BrC=1C=C2N(N=CC=C2N2C[C@@H]3CCC(C2)N3C3CC(C3)C#N)C1 (1S,3s)-3-(3-(6-bromopyrrolo[1,2-b]pyridazin-4-yl)-3,8-diazabicyclo[3.2.1]octan-8-yl)cyclobutane-1-carbonitrile